ClC=1C=C(C=C(C1)Cl)C1=CC(=CC(=N1)OC=1C=CC(=NC1)N1CCN(CC1)CCC(=O)O)CN1CCC(CC1)CNS(=O)(=O)C 3-(4-(5-((6-(3,5-dichlorophenyl)-4-((4-(methylsulfonamidomethyl)piperidin-1-yl)methyl)pyridin-2-yl)oxy)pyridin-2-yl)piperazin-1-yl)propanoic acid